(s)-tert-Butyl 8-(2,2-difluoroethoxy)-11,11-difluoro-3,4,8,9,10,11-hexahydro-1H-pyrido[4',3':3,4]pyrazolo[1,5-a]azepine-2(7H)-carboxylate FC(CO[C@H]1CCC(C=2N(C1)N=C1C2CN(CC1)C(=O)OC(C)(C)C)(F)F)F